[2-[1-(3-chloro-2-fluoro-phenyl)ethyl-cyclopropyl-amino]ethyl]carbamic acid tert-butyl ester C(C)(C)(C)OC(NCCN(C1CC1)C(C)C1=C(C(=CC=C1)Cl)F)=O